O1CCN(CC1)C1=NN(C=C1)C1=CC=C(C=C1)CN (4-(3-morpholino-1H-pyrazol-1-yl)phenyl)methanamine